FC(CN1C(=NC=2C1=NC(=CC2)C=2C=CN1N=C(N=C(C12)NC)NC1CCN(CC1)CC(F)F)C)F 5-(3-(2,2-Difluoroethyl)-2-methyl-3H-imidazo[4,5-b]pyridin-5-yl)-N2-(1-(2,2-difluoroethyl)piperidin-4-yl)-N4-methylpyrrolo[2,1-f][1,2,4]triazine-2,4-diamine